2-((2-((methylthio)methyl)thiazol-5-yl)methyl)-6-(2-(2,2,2-trifluoroethoxy)pyrimidin-5-yl)pyridazine-3(2H)-one CSCC=1SC(=CN1)CN1N=C(C=CC1=O)C=1C=NC(=NC1)OCC(F)(F)F